N-((5-fluoro-2,3-dihydrobenzofuran-4-yl)methyl)-8-(4-(methylsulfonyl)phenyl)-1-(trifluoromethyl)imidazo[1,5-c]pyrimidin-5-amine FC=1C=CC2=C(CCO2)C1CNC1=NC=C(C=2N1C=NC2C(F)(F)F)C2=CC=C(C=C2)S(=O)(=O)C